2-(4-phenoxyphenyl)-7-[(3R)-3-(propan-2-yl)piperazin-1-yl]-2H-pyrazolo[4,3-b]pyridine-3-carboxamide O(C1=CC=CC=C1)C1=CC=C(C=C1)N1N=C2C(N=CC=C2N2C[C@H](NCC2)C(C)C)=C1C(=O)N